C1(CC1)C=1N=CN(C1)C1CC2(CN(C2)C(=O)N2CC(C2)OCC2=CC=C(C=C2)C(F)(F)F)C1 [6-(4-cyclopropylimidazol-1-yl)-2-azaspiro[3.3]heptan-2-yl]-[3-[[4-(trifluoromethyl)phenyl]methoxy]azetidin-1-yl]methanone